[Cl-].C(C)[N+](CCCCCCCCCCCC)(C1=CC=CC2=CC=CC=C12)C ethyl-methyl-naphthyl-dodecyl-ammonium chloride